OC=1C=NC(=C(C1)[N+](=O)[O-])C(F)(F)F 3-hydroxy-5-nitro-6-trifluoromethylpyridine